BrC(C)C=1C=C(C=C2C(C(=C(OC12)N1CCC(CC1)(C)C)C#N)=O)C 8-(1-bromoethyl)-2-(4,4-dimethyl-1-piperidinyl)-6-methyl-4-oxo-chromene-3-carbonitrile